N1CC(CCC1)NC1=NC=C(C(=N1)C1=CNC=2C(N(C=CC21)C=2SC=CN2)=O)C(F)(F)F 3-{2-[(piperidin-3-yl)amino]-5-(trifluoromethyl)pyrimidin-4-yl}-6-(1,3-thiazol-2-yl)-1H,6H,7H-pyrrolo[2,3-c]pyridin-7-one